C(C1=CC=CC=C1)C1COC2(N(C1=O)C)C=CC(C=C2)=O 3-benzyl-5-methyl-1-oxa-5-azaspiro[5.5]undec-7,10-diene-4,9-dione